4-nitrophenylphosphonic acid [N+](=O)([O-])C1=CC=C(C=C1)P(O)(O)=O